C(C(C)C)(=O)OC=1C(=NC=CC1OC)C(N[C@H](C(=O)NN(C)C(C1=CC=CC=C1)C1=CC=CC=C1)C)=O (S)-2-((1-(2-benzhydryl-2-methylhydrazineyl)-1-oxopropan-2-yl)carbamoyl)-4-methoxypyridin-3-yl isobutyrate